C(CC)[N+]1=CSC2=C1C=CC=C2 N-Propylbenzothiazolium